CC(CC(=O)OOC(CC(CC(C)(C)C)C)=O)CC(C)(C)C bis-(3,5,5-trimethyl hexanoyl) peroxide